(3S,7aR,9S,11aR)-3-isopropyl-9-[[4-(trifluoromethyl)phenyl]methyl-[1-(3,3,3-trifluoropropyl)azetidin-3-yl]amino]-3,6,7,7a,8,9,10,11-octahydro-2H-oxazolo[2,3-j]quinolin-5-one C(C)(C)[C@H]1CO[C@@]23CC[C@@H](C[C@H]3CCC(N21)=O)N(C2CN(C2)CCC(F)(F)F)CC2=CC=C(C=C2)C(F)(F)F